ClC1=NC2=C(C=C(C=C2C=C1CCl)C)C 2-chloro-3-chloromethyl-6,8-dimethylquinoline